ClC=1C(=CC(=C(C1)C1=C(C=C(C=C1)F)OCC#N)F)C(=O)NC=1C=NC(=C(C1)Cl)N1N=CC=N1 5-chloro-N-(5-chloro-6-(2H-1,2,3-triazol-2-yl)pyridin-3-yl)-2'-(cyanomethoxy)-2,4'-Difluoro-[1,1'-biphenyl]-4-carboxamide